P(=O)(OC)(OC)OC1OC(C2=CC=C(C=C12)Br)=O Dimethyl (6-bromo-3-oxo-1,3-dihydroisobenzofuran-1-yl) phosphate